CC1CCC(CC1)NC(CC)=O N-((1s,4r)-4-methylcyclohexyl)propanamide